(3R,10R)-3-((1H-pyrazol-1-yl)methyl)-7-((2S,5R)-4-acryloyl-2,5-dimethylpiperazin-1-yl)-9-chloro-10-(naphthalen-1-yl)-2,3-dihydro-5H-[1,4]-oxazino[2,3,4-ij]-quinazolin-5-one N1(N=CC=C1)C[C@@H]1COC=2C(=C(C=C3C(=NC(N1C23)=O)N2[C@H](CN([C@@H](C2)C)C(C=C)=O)C)Cl)C2=CC=CC3=CC=CC=C23